phenyl-butynyl-tetrazine C1(=CC=CC=C1)C1=C(N=NN=N1)C#CCC